C1(=CC=CC2=CC=CC=C12)N(C1=CC=C(C=C1)B(O)O)C1=CC=CC=C1 (4-(naphthalen-1-yl-(phenyl)amino)phenyl)boronic acid